1-(5-amino-1-cyclopropyl-pyrazol-3-yl)pyrrolidin-2-one NC1=CC(=NN1C1CC1)N1C(CCC1)=O